C1(=CC=CC=C1)NC(N)=O N'-phenylurea